C(CC1=CC=CC=C1)NC(=O)N1C(=NC2=C1C=CC=C2)OC2=CC=CC=C2 N-Phenethyl-2-phenoxy-1H-benzo[d]imidazole-1-carboxamide